7'-chloro-6'-methoxy-3',4'-dihydro-2'H-spiro[1,3-dioxolane-2,1'-naphthalene]-5'-carboxylic acid ClC=1C(=C(C=2CCCC3(C2C1)OCCO3)C(=O)O)OC